ClC1=CC(=CC=2N(C(N(C21)C)=O)C)N2CCCC1=CC(=C(C=C21)C(F)F)C=2C=NN(C2)C 4-chloro-6-(7-(difluoromethyl)-6-(1-methyl-1H-pyrazol-4-yl)-3,4-dihydroquinolin-1(2H)-yl)-1,3-dimethyl-1H-benzo[d]imidazol-2(3H)-one